2-(2,6-difluorophenyl)pyridin-4-amine FC1=C(C(=CC=C1)F)C1=NC=CC(=C1)N